3-(5-(benzyloxy)-1-(4-fluoro-3-methylphenyl)-2-(tetrahydro-2H-pyran-4-yl)-1H-indol-3-yl)cyclohexan-1-one C(C1=CC=CC=C1)OC=1C=C2C(=C(N(C2=CC1)C1=CC(=C(C=C1)F)C)C1CCOCC1)C1CC(CCC1)=O